N[C@H](C=1N=C2N(N=C(C=C2)CC2C(NC[C@@H](C2)C(F)(F)F)=O)C1)C1CC(C1)C1CC1 (5R)-3-((2-((S)-amino((1S,3R)-3-cyclopropylcyclobutyl)methyl)imidazo[1,2-b]pyridazin-6-yl)methyl)-5-(trifluoromethyl)piperidin-2-one